N1=C(C=CC=C1)CN1C=C(C2=CC=CC=C12)C(=O)NC1=C(N=CS1)C(=O)O 5-[1-(pyridin-2-ylmethyl)-1H-indole-3-carboxamido]thiazole-4-carboxylic acid